p-tritylpyridylphenylboric acid C(C1=CC=CC=C1)(C1=CC=CC=C1)(C1=CC=CC=C1)C1=CC(=C(C=C1)OB(O)O)C1=NC=CC=C1